5,6,7,8-tetrahydro-imidazo[1,2-a]pyrazine N=1C=CN2C1CNCC2